3-[2-[1-ethyl-3-(3-hydroxy-2,2-dimethylpropyl)-2-[2-(methoxymethyl)pyridin-3-yl]indol-5-yl]-1,3-thiazol-4-yl]propanoic acid C(C)N1C(=C(C2=CC(=CC=C12)C=1SC=C(N1)CCC(=O)O)CC(CO)(C)C)C=1C(=NC=CC1)COC